2-(5-trifluoromethoxypentoxy)naphthalene FC(OCCCCCOC1=CC2=CC=CC=C2C=C1)(F)F